O1CNC(C2=C1SC=C2)=O 2,3-dihydrothieno[3,2-e][1,3]oxazin-4-one